N-(2,5-difluoro-4-((5,6,7,8-tetrahydropyrido[3,4-d]pyrimidin-4-yl)oxy)phenyl)-3-(4-fluorophenyl)-1-isopropyl-2,4-dioxo-1,2,3,4-tetrahydropyrimidine-5-carboxamide FC1=C(C=C(C(=C1)OC=1C2=C(N=CN1)CNCC2)F)NC(=O)C=2C(N(C(N(C2)C(C)C)=O)C2=CC=C(C=C2)F)=O